FC(C(CC(=O)NC1=C(C(=NN1C)CC1=CC=C(C=C1)F)C1=CC=C(C=C1)F)(C)C)(F)F 4,4,4-trifluoro-N-(3-(4-fluorobenzyl)-4-(4-fluorophenyl)-1-methyl-1H-pyrazol-5-yl)-3,3-dimethylbutanamide